2-[2-[[(2S)-2-Amino-2-phenyl-acetyl]amino]-1,3-benzothiazol-6-yl]-N-ethyl-3,3,3-trifluoro-2-hydroxy-propanamide N[C@H](C(=O)NC=1SC2=C(N1)C=CC(=C2)C(C(=O)NCC)(C(F)(F)F)O)C2=CC=CC=C2